disodium tartrate C(=O)([O-])C(O)C(O)C(=O)[O-].[Na+].[Na+]